tris(2,4-hexanedione) titanium [Ti].CC(CC(CC)=O)=O.CC(CC(CC)=O)=O.CC(CC(CC)=O)=O